(3,5-dimethylphenyl)(mesityl)iodonium trifluoromethanesulfonate FC(S(=O)(=O)[O-])(F)F.CC=1C=C(C=C(C1)C)[I+]C1=C(C=C(C=C1C)C)C